2-Hydroxydecan-3-one OC(C)C(CCCCCCC)=O